COC(=O)C1=C(SC2=C1C=CC(=C2)O)N(CC2=C(C=CC=C2)F)C(C)=O 2-[acetyl-(2-fluorobenzyl)amino]-6-hydroxy-1-benzothiophene-3-carboxylic acid methyl ester